NC=1C=NN(C1C1=C(C#N)C(=CC(=C1F)Cl)OC1CC1)C(F)F 2-(4-amino-1-(difluoromethyl)-1H-pyrazol-5-yl)-4-chloro-6-cyclopropyloxy-3-fluorobenzonitrile